(2S)-2-[4-chloro-2-(1H-pyrazol-3-yl)phenoxy]propionic acid ClC1=CC(=C(O[C@H](C(=O)O)C)C=C1)C1=NNC=C1